C1=CC=C(C=2OC3=C(C21)C=CC=C3)NC(C3=C(C=C(C=C3)NS(=O)(=O)CCO)N3CCC2(CC2)CC3)=O N-(dibenzo[b,d]furan-4-yl)-4-(2-hydroxyethanesulfonylamino)-2-(6-azaspiro[2.5]octane-6-yl)benzamide